2-(4-amino-8-methyl-9H-pyrimido[4,5-b]indol-9-yl)acetic acid NC1=NC=NC=2N(C3=C(C=CC=C3C21)C)CC(=O)O